C1=NC(=C2C(=N1)N(C=N2)[C@H]3[C@@H]([C@@H]([C@H](O3)COP(=O)(O)O)O)O[C@H]4[C@@H]([C@@H]([C@H](O4)COP(=O)(O)O)O)O[C@H]5[C@@H]([C@@H]([C@H](O5)COP(=O)(O)O)O)O)N The molecule is an AMP-sugar in which the 2'-hydroxy group of AMP carries a 5-phospho-beta-D-ribosyl substituent, the 2-hydroxy group of which itself carries a further 5-phospho-beta-D-ribosyl substituent. Branched portion of poly(ADP-Rib) [poly(adenosine diphosphate ribose)].